Cl.NC1=C(C=CC=C1)C1C(NC2=NC=CC=C2C1)=O 3-(aminophenyl)-3,4-dihydro-1,8-naphthyridin-2(1H)-one hydrochloride